N-[5-({2-[(4-chloropyridin-2-yl)carbonyl]hydrazino}carbonyl)-2-methylphenyl]-1-methyl-1H-imidazole-5-carboxamide ClC1=CC(=NC=C1)C(=O)NNC(=O)C=1C=CC(=C(C1)NC(=O)C1=CN=CN1C)C